isopropyl ((((2R,3R,4S,5R)-5-(4-amino-5-fluoro-2-oxopyrimidin-1(2H)-yl)-2-(chloromethyl)-4-fluoro-3-hydroxytetrahydrofuran-2-yl) methoxy)(phenoxy)phosphoryl)-L-alaninate NC1=NC(N(C=C1F)[C@H]1[C@H]([C@@H]([C@@](O1)(CCl)COP(=O)(OC1=CC=CC=C1)N[C@@H](C)C(=O)OC(C)C)O)F)=O